FC=1C=C(CNC2=NC=CC(=C2)OC2=C(N=C(S2)C)C2=CC=CC=C2)C=CC1 N-(3-fluorobenzyl)-4-((2-methyl-4-phenylthiazol-5-yl)oxy)pyridin-2-amine